ClC=1C=C2C=C(NC2=CC1)CNC(N(C)[C@H]1CN(CCC1)C(=O)C1CC(C1)O)=O (R)-3-((5-chloro-1H-indol-2-yl)methyl)-1-(1-(3-hydroxycyclobutane-1-carbonyl)piperidin-3-yl)-1-methylurea